C1(CCCC1)C[C@@H](C(=O)N[C@@H](C[C@H]1C(NCC1)=O)C(C(=O)NCC)O)NC(OC(C(F)(F)C1=CC(=CC=C1)Cl)C1=CC=CC=C1)=O 2-(3-chlorophenyl)-2,2-difluoro-1-phenylethyl ((2S)-3-cyclopentyl-1-(((2S)-4-(ethylamino)-3-hydroxy-4-oxo-1-((S)-2-oxopyrrolidin-3-yl)butan-2-yl)amino)-1-oxopropan-2-yl)carbamate